(1S,2S)-2-(3-chlorobenzyl)cyclopentyl ((S)-3-cyclohexyl-1-(((S)-1-hydroxy-3-((S)-2-oxopyrrolidin-3-yl)propan-2-yl)amino)-1-oxopropan-2-yl)carbamate C1(CCCCC1)C[C@@H](C(=O)N[C@H](CO)C[C@H]1C(NCC1)=O)NC(O[C@@H]1[C@@H](CCC1)CC1=CC(=CC=C1)Cl)=O